CC=1C=C(C=C2C=CC=NC12)CC(=O)N1CCC(CC1)N1C(NC2=C1C(=CC=C2)C(F)(F)F)=O (1-(2-(8-methylquinolin-6-yl)acetyl)piperidin-4-yl)-7-(trifluoromethyl)-1,3-dihydro-2H-benzo[d]imidazol-2-one